5'-(2-(4-(naphthalen-2-yl)-6-phenylpyrimidin-2-yl)phenyl)spiro[cyclohexane-1,9'-fluorene]-2'-carbonitrile C1=C(C=CC2=CC=CC=C12)C1=NC(=NC(=C1)C1=CC=CC=C1)C1=C(C=CC=C1)C1=C2C=3C=CC(=CC3C3(C2=CC=C1)CCCCC3)C#N